3-[(3-chlorophenyl)methoxy]pentane-1,5-diol ClC=1C=C(C=CC1)COC(CCO)CCO